ClC=1C=C(C#N)C=CC1C=1COCCCN1 (+-)-3-chloro-4-(2,5,6,7-tetrahydro-1,4-oxaazepin-3-yl)benzonitrile